4-(4-oxo-5-(4-phenoxyphenyl)-4,5-dihydro-3H-1-thia-3,5,8-triazaAcenaphthene-2-carboxamido)piperidine-1-carboxylic acid tert-butyl ester C(C)(C)(C)OC(=O)N1CCC(CC1)NC(=O)C1SC=2N=CC=C3N(C(NC1C23)=O)C2=CC=C(C=C2)OC2=CC=CC=C2